isopropyl (S)-6-diazo-2-((R)-3-methoxy-2-methylpropanamido)-5-oxohexanoate [N+](=[N-])=CC(CC[C@@H](C(=O)OC(C)C)NC([C@@H](COC)C)=O)=O